1-(Benzo[d]thiazol-7-yl)-N-(5-cyano-6-(2H-1,2,3-triazol-2-yl)pyridin-3-yl)-5-(trifluoromethyl)-1H-pyrazol-4-carboxamid S1C=NC2=C1C(=CC=C2)N2N=CC(=C2C(F)(F)F)C(=O)NC=2C=NC(=C(C2)C#N)N2N=CC=N2